BrC=1C=NC(=C(C(=O)NC2CCC(CC2)CN2C(N(C3=C2C=CC=C3)C=3C=CC(=NC3)C(=O)NC)=O)C1)C(F)(F)F 5-(3-(((1r,4r)-4-(5-bromo-2-(trifluoromethyl)nicotinamido)cyclohexyl)methyl)-2-oxo-2,3-dihydro-1H-benzo[d]imidazol-1-yl)-N-methylpicolinamide